(S)-1-(3-(benzyloxy)-4-methoxyphenyl)-3-(4-(2-(benzyloxy)ethyl)-2-methoxybenzyl)-4-methyltetrahydropyrimidin-2(1H)-one C(C1=CC=CC=C1)OC=1C=C(C=CC1OC)N1C(N([C@H](CC1)C)CC1=C(C=C(C=C1)CCOCC1=CC=CC=C1)OC)=O